(-)-Methyl-4-oxo-2-phenyl-3-(4-(m-tolyl)buta-2,3-dien-1-yl)chromane-3-carboxylate COC(=O)C1(C(OC2=CC=CC=C2C1=O)C1=CC=CC=C1)CC=C=CC=1C=C(C=CC1)C